5,5-dimethyl-5,6-dihydro-4H-pyrrolo[1,2-b]pyrazol-4-one CC1(C(C=2N(N=CC2)C1)=O)C